CN(C(CCC(=O)NC1CCC(CC1)N1C(C=C(C2=C1N=C(N=C2)S(=O)(=O)C)C#C[Si](C(C)C)(C(C)C)C(C)C)=O)=O)C N,N-dimethyl-N'-[(1s,4s)-4-{2-methanesulfonyl-7-oxo-5-[2-(triisopropylsilyl)ethynyl]pyrido[2,3-d]pyrimidin-8-yl}cyclohexyl]succinamide